C1(=CC=C(C=C1)C=1OCCN1)C=1OCCN1 1,4-phenylenebis(2-oxazoline)